N-(2-((2-methoxyethoxy)methoxy)-5-(6-(4-(methylsulfonyl)phenyl)-1-oxo-3,4-dihydroisoquinolin-2(1H)-yl)phenyl)methanesulfonamide COCCOCOC1=C(C=C(C=C1)N1C(C2=CC=C(C=C2CC1)C1=CC=C(C=C1)S(=O)(=O)C)=O)NS(=O)(=O)C